ClC=1C(=CC=NC1)C(F)(F)F 5-chloro-4-(trifluoromethyl)pyridin